3-(4-((4-(methylamino)-5-(trifluoromethyl)pyrimidin-2-yl)amino)-1H-indazol-1-yl)-1-morpholinopropan-1-one CNC1=NC(=NC=C1C(F)(F)F)NC1=C2C=NN(C2=CC=C1)CCC(=O)N1CCOCC1